Diethyl-Vinyl-Benzene C(C)C=1C(=C(C=CC1)C=C)CC